2-(1,4-dioxan-2-yl)ethan-1-ol tert-Butyl-(tert-butoxycarbonyl)(6-((4'-oxo-4',5'-dihydrospiro[cyclohexane-1,6'-imidazo[1,5-b]pyrazol]-2'-yl)amino)pyrimidin-4-yl)carbamate C(C)(C)(C)C1=NC(=CC(=N1)N(C(=O)OCCC1OCCOC1)C(=O)OC(C)(C)C)NC=1C=C2N(N1)C1(NC2=O)CCCCC1